COC=1C=C(C=C(C1)OC)C1=CC(=NN1C1=CC(=CC=C1)Cl)COC(C(=O)O)(C)C 2-([5-(3,5-Dimethoxyphenyl)-1-(3-chlorophenyl)-1H-pyrazol-3-yl]-methoxy)-2-methylpropanoic acid